CC=1C(=C(NCCOCCO)C=CC1)[N+](=O)[O-] 2-[2-(3-methyl-2-nitroanilino)ethoxy]ethan-1-ol